p-Hydroxymandelate OC1=CC=C(C(C(=O)[O-])O)C=C1